3-(2-hydroxy-2-(8-methyl-6-((1-phenylcyclopropyl)methoxy)-[1,2,4]triazolo[1,5-a]pyridin-2-yl)ethyl)-8-(4-methyl-4H-1,2,4-triazole-3-carbonyl)-1,3,8-triazaspiro[4.5]decan-2-one OC(CN1C(NC2(C1)CCN(CC2)C(=O)C2=NN=CN2C)=O)C2=NN1C(C(=CC(=C1)OCC1(CC1)C1=CC=CC=C1)C)=N2